(1-methylsulfonylazetidin-3-yl)ammonium chloride [Cl-].CS(=O)(=O)N1CC(C1)[NH3+]